α-glutamyl-thymidine N[C@@H](CCC(=O)O)C(=O)CC=1C(NC(N([C@H]2C[C@H](O)[C@@H](CO)O2)C1)=O)=O